[K+].S(=O)(=O)([O-])CCCOC1=CC=C(C=C1)CCCCCCCCC 4-nonylphenyl 3-sulfopropyl ether, potassium salt